[NH2+]1C=CC=C1 Pyrrolium